trisphenol hydrobromide Br.C1(=CC=CC=C1)O.C1(=CC=CC=C1)O.C1(=CC=CC=C1)O